Methyl-2-bromo-5-methoxy-3-(methylthio)pyridine CC1=C(C(=NC=C1OC)Br)SC